9-(4-chloro-2-fluoro-phenyl)-7-[(2R,4S)-2-(5-cyclopropyl-1,3,4-oxadiazol-2-yl)tetrahydropyran-4-yl]-2,3-dimethyl-pyrimido[1,2-b]pyridazin-4-one ClC1=CC(=C(C=C1)C=1C=2N(N=C(C1)[C@@H]1C[C@@H](OCC1)C=1OC(=NN1)C1CC1)C(C(=C(N2)C)C)=O)F